methyl 1-(tert-butoxycarbonyl)-3-(4-chloro-5-fluorothieno[2,3-b]pyridin-2-yl)-2-methylpiperidin-3-yl oxalate C(C(=O)OC1(C(N(CCC1)C(=O)OC(C)(C)C)C)C1=CC=2C(=NC=C(C2Cl)F)S1)(=O)OC